O=C1N(CC2=CC(=CC=C12)C1=CSC=C1C1=CC=CC=C1)C1C(NC(CC1)=O)=O 3-(1-Oxo-5-(4-phenylthiophen-3-yl)isoindolin-2-yl)piperidine-2,6-dione